4,4'-methylenebis(dimethyl benzoate) C(C1=C(C(=C(C(=O)[O-])C=C1)C)C)C1=C(C(=C(C(=O)[O-])C=C1)C)C